ClC=1C=C2C3=C(N(C2=C(C1)C=1C(=NC(=CC1)Cl)Cl)CC1CC1)C=NC=C3 6-chloro-9-cyclopropylmethyl-8-(2,6-dichloro-pyridin-3-yl)-9H-pyrido[3,4-b]indole